ClC1=NN(C=C1C(=O)NC1CCC(CC1)NC1=NN(C(C(=C1)C(F)(F)F)=O)C)C(C)S(=O)(=O)C 3-chloro-N-((1s,4s)-4-((1-methyl-6-oxo-5-(trifluoromethyl)-1,6-dihydropyridazin-3-yl)amino)cyclohexyl)-1-(1-(methylsulfonyl)ethyl)-1H-pyrazole-4-carboxamide